ClC[Si](N[Si](C)(C)CCl)(C)C 1,3-bis(chloromethyl)-1,1,3,3-tetramethyldisilazane